The molecule is a monocarboxylic acid that is the 3-O-methyl ether of (3,4-dihydroxyphenyl)acetic acid. It is a catecholamine metabolite. It has a role as a human metabolite and a mouse metabolite. It is a member of guaiacols and a monocarboxylic acid. It derives from a (3,4-dihydroxyphenyl)acetic acid. It is a conjugate acid of a homovanillate. COC1=C(C=CC(=C1)CC(=O)O)O